6-(((1R,3s,5S)-8-azabicyclo[3.2.1]octan-3-yl)(methyl)aminopyridazin-3-yl)-5-(6-methylpyridazin-3-yl)phenol [C@H]12CC(C[C@H](CC1)N2)C=2C(=C(N=NC2)C2=C(C=CC=C2O)C=2N=NC(=CC2)C)NC